COCC12CN(C(C1)C2)C(=O)OC(C)(C)C tert-butyl 4-(methoxymethyl)-2-azabicyclo[2.1.1]hexane-2-carboxylate